(2-(pyrimidin-2-yl)phenyl)((1S,4S,6R)-6-((5-(trifluoromethyl)pyrimidin-2-yl)amino)-2-azabicyclo[2.2.1]heptan-2-yl)methanone N1=C(N=CC=C1)C1=C(C=CC=C1)C(=O)N1[C@@H]2[C@@H](C[C@H](C1)C2)NC2=NC=C(C=N2)C(F)(F)F